FC1(CCN(CC1)C1=CC=C(C=C1)N1[C@@H]2CC([C@H](C1)CC2(C)C)=O)F (1R,4S)-2-(4-(4,4-difluoropiperidin-1-yl)phenyl)-7,7-dimethyl-2-azabicyclo[2.2.2]octan-5-one